(5-(2-chlorophenyl)-2,2-diethyl-1,3-dioxolan-4-yl) ethylaminosulfonate C(C)NS(=O)(=O)OC1OC(OC1C1=C(C=CC=C1)Cl)(CC)CC